dimethylsilylene(t-butylamide) C[Si](=CC(C)(C)[NH-])C